C[C@H]1COCCOCCC2=CN=CC(C3=NN(C=4C=CC(O1)=CC34)C3OCCCC3)=C2 (14S)-14-methyl-20-(oxan-2-yl)-9,12,15-trioxa-4,20,21-triazatetracyclo[14.5.2.12,6.019,22]tetracosa-1(21),2(24),3,5,16(23),17,19(22)-heptaene